N-[3-[3-(2-trimethylsilylethoxymethyl)imidazo[4,5-c]pyridin-6-yl]phenyl]prop-2-enamide C[Si](CCOCN1C=NC2=C1C=NC(=C2)C=2C=C(C=CC2)NC(C=C)=O)(C)C